C1(=CC=CC=C1)[O-].[Ca+2].C1(=CC=CC=C1)[O-] Calcium phenolate